3-Fluoro-5-{6-[2-(7-fluoro-4-methoxy-2-methyl-indol-1-yl)-ethylamino]-pyrimidin-4-yl}-thiophen FC1=CSC(=C1)C1=NC=NC(=C1)NCCN1C(=CC2=C(C=CC(=C12)F)OC)C